COC1=CC=C(CC2=NN(C3=C2C(=[NH+]C=C3)C)COCC[Si](C)(C)C)C=C1 (4-methoxybenzyl)-4-methyl-1-((2-(trimethylsilyl)ethoxy)methyl)-1H-pyrazolo[4,3-c]pyridin-5-ium